C1(CCC1)CNC(=O)C1=CC=C(C=C1)C1=C(NC(=C1C1=CC=C(C=C1)NC(C(=C)C)=O)C)C(=O)N 3-(4-((Cyclobutylmethyl)carbamoyl)phenyl)-4-(4-methacryloylaminophenyl)-5-methyl-1H-pyrrole-2-carboxamide